tert-butyl (3S)-3-[[4-[4-[[3-fluoro-2-methyl-4-(2,2,2-trifluoroethylsulfonylamino)-1-naphthyl]oxy]thiazol-5-yl]pyrimidin-2-yl]amino]piperidine-1-carboxylate FC=1C(=C(C2=CC=CC=C2C1NS(=O)(=O)CC(F)(F)F)OC=1N=CSC1C1=NC(=NC=C1)N[C@@H]1CN(CCC1)C(=O)OC(C)(C)C)C